C1(CCC1)CC(C(=O)OCC(COC(C(CCCCCCCC)CC1CCC1)=O)N1CCC2(CC1)CCN(CC2)CCCCO)CCCCCCCC 2-(9-(4-hydroxybutyl)-3,9-diazaspiro[5.5]undecan-3-yl)propane-1,3-diyl bis(2-(cyclobutylmethyl)decanoate)